C(#N)C1=C(C=C(C=C1)NC(C(C)N1N=CC(=C1)C#CC1CN(C1)C=1C=C2C(N(C(C2=CC1)=O)C1C(NC(CC1)=O)=O)=O)=O)C(F)(F)F N-(4-cyano-3-(trifluoromethyl)phenyl)-2-(4-((1-(2-(2,6-dioxopiperidin-3-yl)-1,3-dioxoisoindolin-5-yl)azetidin-3-yl)ethynyl)-1H-pyrazol-1-yl)propanamide